1,2-dichloroethyltrichlorosilane ClC(CCl)[Si](Cl)(Cl)Cl